O=S.[Ce] cerium oxysulfide